6-((benzylamino)methyl)benzo[c][1,2]oxaborol-1(3H)-ol C(C1=CC=CC=C1)NCC=1C=CC2=C(B(OC2)O)C1